N-Benzyl-N'-{3-fluoro-4-[6-methoxy-7-(piperidin-4-ylmethoxy)-quinolin-4-yloxy]-phenyl}-oxalamide C(C1=CC=CC=C1)NC(C(=O)NC1=CC(=C(C=C1)OC1=CC=NC2=CC(=C(C=C12)OC)OCC1CCNCC1)F)=O